Cl.N[C@@H](C(C)C)C(=O)N1[C@@H](C[C@H](C1)O)C(=O)NCC1=CC=C(C=C1)C1=C(N=CS1)C(F)F (2S,4R)-1-(L-valyl)-N-(4-(4-(difluoromethyl)thiazol-5-yl)benzyl)-4-hydroxypyrrolidine-2-carboxamide hydrochloride